BrC=1C(=C(C=CC1)NC1=NOC2=C1C=CC(=C2)C(OC)OC)Cl N-(3-bromo-2-chlorophenyl)-6-(dimethoxymethyl)benzo[d]isoxazol-3-amine